ClC=1C(=CC=2N=CN=C(C2N1)C=1C(=NN(C1)C1CC1)C1=CC=CC=C1)OC D-6-chloro-4-(1-cyclopropyl-3-phenyl-1H-pyrazol-4-yl)-7-methoxypyrido[3,2-D]pyrimidine